3,7-dimethyl-1-((6-(1,1,1-trifluoro-2-hydroxypropan-2-yl)pyridin-3-yl)methyl)-1H-purine-2,6(3h,7h)-dione CN1C(N(C(C=2N(C=NC12)C)=O)CC=1C=NC(=CC1)C(C(F)(F)F)(C)O)=O